1-{3-acetyl-3-azabicyclo[3.2.1]octane-8-carbonyl}-4-fluoro-N-{phenyl-[4-(propan-2-yl)phenyl]methyl}pyrrolidine-2-carboxamide C(C)(=O)N1CC2CCC(C1)C2C(=O)N2C(CC(C2)F)C(=O)NC(C2=CC=C(C=C2)C(C)C)C2=CC=CC=C2